2,2-Bis(4-(2-mercaptopropoxy)-3-methylphenyl)propane SC(COC1=C(C=C(C=C1)C(C)(C)C1=CC(=C(C=C1)OCC(C)S)C)C)C